ClC=1C=CC=C2C=C(N=C(C12)C)C=1C=CC(=NC1)C(=O)OC methyl 5-(8-chloro-1-methylisoquinolin-3-yl)picolinate